rac-(2R)-N,N-dimethyl-1-[5-[rac-(3S)-3-methyl-2,3,4,5-tetrahydropyridin-6-yl]-1,3-benzothiazol-2-yl]propan-2-amine CN([C@@H](CC=1SC2=C(N1)C=C(C=C2)C=2CC[C@@H](CN2)C)C)C |r|